ClC(SN(S(=O)(=O)N(C)C)C1=CC=C(C=C1)C)(F)Cl N-(dichlorofluoromethylthio)-N',N'-dimethyl-N-(4-methylphenyl)sulphamide